O1C(=CC=C1)C(CC(C)=O)=O 1-(2-furyl)-1,3-butanedione